pyrophosphoric acid phthalate C(C=1C(C(=O)O)=CC=CC1)(=O)O.P(=O)(O)(O)OP(=O)(O)O